OC1=C(C(NC2=CC=NC(=C12)OC)=O)C(C(=O)OC)C methyl 2-(4-hydroxy-5-methoxy-2-oxo-1H-1,6-naphthyridin-3-yl)propanoate